C(=CCCCC)N[C@@H](CCC(=O)O)C(=O)N[C@@H](CS)C(=O)O hexenyl-glutamylcysteine